(+/-)-Methyl 7-bromo-3-(hydroxymethyl)-3-phenyl-2,3-dihydrobenzofuran-5-carboxylate BrC1=CC(=CC=2[C@](COC21)(C2=CC=CC=C2)CO)C(=O)OC |r|